(R)-(6,6a,7,8,9,10-hexahydro-5H-pyrazino[1,2-a][1,8]naphthyridin-4-yl)carbamic acid ethyl ester C(C)OC(NC=1C=2CC[C@H]3N(C2N=CC1)CCNC3)=O